N1CCC(CC1)OC1=CC=C(C=C1)C(C)(C)C1=CC=C(OCC2=NC(=NC=C2)NS(=O)(=O)C)C=C1 N-(4-((4-(2-(4-(piperidine-4-oxy)phenyl)propan-2-yl)phenoxy)methyl)pyrimidin-2-yl)methanesulfonamide